N(=C=O)CCCCC1C(CCCC1)CCCCN=C=O 1,2-bis(4-isocyanatobut-1-yl)cyclohexane